CN([C@@H](CO)CN1N=CC(=C1)C=1N=C(C=2N(C1)N=CC2)C=2C=NN(C2)C(CC)CC)C (R)-2-(dimethylamino)-3-(4-(4-(1-(pent-3-yl)-1H-pyrazol-4-yl)pyrazolo[1,5-a]pyrazin-6-yl)-1H-pyrazol-1-yl)propan-1-ol